1-(morpholin-4-yl)undec-2-en-1-one N1(CCOCC1)C(C=CCCCCCCCC)=O